4-methyl-piperazine CN1CCNCC1